3,5-diethyl-2-propyl-4H-pyran C(C)C1=C(OC=C(C1)CC)CCC